tert-butyl 3-[(3aR,6S,6aS)-6-hydroxy-2,2-dimethyl-tetrahydro-3aH-cyclopenta[d][1,3]dioxol-4-yl]piperidine-1-carboxylate O[C@H]1CC([C@@H]2[C@H]1OC(O2)(C)C)C2CN(CCC2)C(=O)OC(C)(C)C